2-methyl-6,6-bis[3-sulfonatopropyl]-9,12,15-trioxa-6-aza-2-silaoctadecan-6-ium-18-oate C[SiH](C)CCC[N+](CCOCCOCCOCCC(=O)[O-])(CCCS(=O)(=O)[O-])CCCS(=O)(=O)[O-]